C(C1=C(C(=CC(=C1)C(CC(C)(C)C)(C)C)N1N=C2C(=N1)C=CC=C2)O)C2=C(C(=CC(=C2)C(CC(C)(C)C)(C)C)N2N=C1C(=N2)C=CC=C1)O 2,2'-methylenebis(4-(1,1,3,3-tetramethylbutyl)-6-(2H-benzotriazole-2-yl)phenol)